C(C)(=O)O[C@@]1([C@H](O[C@H]([C@@H]1OC(C)=O)N1C=CC2=C1N=CN=C2Cl)CO)C (2R,3R,4R,5R)-5-(4-chloro-7H-pyrrolo[2,3-d]pyrimidin-7-yl)-2-(hydroxymethyl)-3-methyltetrahydrofuran-3,4-diyl diacetate